(R)-N,2-dimethyl-N-(2,2,2-trifluoro-1-(4-fluorophenyl)ethyl)pyrimidine-5-sulfonamide CN(S(=O)(=O)C=1C=NC(=NC1)C)[C@@H](C(F)(F)F)C1=CC=C(C=C1)F